Benzyl 9-(piperazin-1-ylmethyl)-3-azaspiro[5.5]undecan-3-carboxylate N1(CCNCC1)CC1CCC2(CCN(CC2)C(=O)OCC2=CC=CC=C2)CC1